5,10,15,20-tetrakis(2-chlorophenyl)porphyrin iron (II) [Fe+2].ClC1=C(C=CC=C1)C=1C2=CC=C(N2)C(=C2C=CC(C(=C3C=CC(=C(C=4C=CC1N4)C4=C(C=CC=C4)Cl)N3)C3=C(C=CC=C3)Cl)=N2)C2=C(C=CC=C2)Cl